3-(3-(benzo[d][1,3]dioxolan-5-yl)acryloyl)-4-isopropyloxazolidin-2-one O1COC2=C1C=CC(=C2)C=CC(=O)N2C(OCC2C(C)C)=O